CC(C(C)OC(COC(=O)C1CC1)(C)C)=CC(C)C.C(CCCCCCCCCCCCCCCCC)(=O)[B]C(CCCCCCCCCCCCCCCCC)=O distearoyl-boron 2-((3,5-dimethylhex-3-en-2-yl)oxy)-2-methylpropyl-cyclopropanecarboxylate